(5S)-hydroxy-2-hexanone OCC(CCCC)=O